1-((1R,2S)-1-hydroxy-2-((S)-5H-imidazo[5,1-a]isoindol-5-yl)-7-azaspiro[3.5]nonan-7-yl)-2-(1H-tetrazol-5-yl)ethan-1-one O[C@@H]1[C@@H](CC12CCN(CC2)C(CC2=NN=NN2)=O)[C@@H]2N1C(C3=CC=CC=C23)=CN=C1